OC(=O)C(F)(F)F.CN(CCOC=1C=C(C(=O)O)C=CN1)C 2-(2-(dimethylamino)ethoxy)isonicotinic acid TFA salt